urea, sulfonium salt [SH3+].NC(=O)N